FC(C=1C(=C2N(C(CN(S2(=O)=O)CCC)C(=O)OC)C(C1)=O)C1=CC(=CC=C1)C(F)(F)F)(C1=CC=CC2=CC=CC=C12)F methyl 8-(difluoro(naphthalen-1-yl)methyl)-6-oxo-2-propyl-9-(3-(trifluoromethyl)phenyl)-3,4-dihydro-2H,6H-pyrido[1,2-e][1,2,5]thiadiazine-4-carboxylate 1,1-dioxide